CN(CCN1N=CC(=C1)C1=CC=NC2=C(C=CC=C12)NC(C1=CN=C(C=C1)OC(C)C)=O)C N-(4-(1-(2-(dimethylamino)ethyl)-1H-pyrazol-4-yl)quinolin-8-yl)-6-isopropoxynicotinamide